cyclopropane-1,1-dicarboxylic acid [4-(7-benzyloxy-6-methoxy-quinazolin-4-yloxy)-3-fluoro-phenyl]-amide (4-fluoro-phenyl)-amide FC1=CC=C(C=C1)NC(=O)C1(CC1)C(=O)NC1=CC(=C(C=C1)OC1=NC=NC2=CC(=C(C=C12)OC)OCC1=CC=CC=C1)F